ClC=1C=C(C=CC1F)C(C)N1CCN(CC1)CC=1C=C(C=CC1C(F)(F)F)N1CCN(CCC1)C 1-(3-((4-(1-(3-chloro-4-fluorophenyl)ethyl)piperazin-1-yl)methyl)-4-(trifluoromethyl)phenyl)-4-methyl-1,4-diazepane